3',5-diallyl-3-nitro-2,4'-dihydroxy-1,1'-biphenyl C(C=C)C=1C=C(C=CC1O)C1=C(C(=CC(=C1)CC=C)[N+](=O)[O-])O